1,2,4,5-benzene-tetracarboxylate C=1(C(=CC(=C(C1)C(=O)[O-])C(=O)[O-])C(=O)[O-])C(=O)[O-]